((2,4-dioxo-1,3-diazaspiro[4.4]nonane-6-yl)methyl)-4-(6-methoxypyridin-3-yl)benzenesulfonamide O=C1NC2(C(N1)=O)C(CCC2)CC2=C(C=CC(=C2)C=2C=NC(=CC2)OC)S(=O)(=O)N